C1(CC1)CS(=O)(=O)N(COCC[Si](C)(C)C)C1=NC=C(C(=C1F)I)F 1-Cyclopropyl-N-(3,5-difluoro-4-iodopyridin-2-yl)-N-((2-(trimethylsilyl)ethoxy)methyl)-methanesulfonamide